2,2-difluoro-N-(4-(2-((1-methyl-1H-pyrazol-4-yl)amino)pyrimidin-4-yl)pyridin-2-yl)cyclopropane-1-carboxamide FC1(C(C1)C(=O)NC1=NC=CC(=C1)C1=NC(=NC=C1)NC=1C=NN(C1)C)F